N(=C=O)C1CCC(CC1)N=C=S 1-isocyanato-4-isothiocyanatocyclohexane